(4S)-2-(4-fluoro-3-methylphenyl)-4-methyl-3-(2-oxo-1H-imidazol-3-yl)-6,7-dihydro-4H-Pyrazolo[4,3-c]Pyridine-5-carboxylic acid tert-butyl ester C(C)(C)(C)OC(=O)N1[C@H](C=2C(CC1)=NN(C2N2C(NC=C2)=O)C2=CC(=C(C=C2)F)C)C